5-[7-[4-fluoro-2-(2-methoxyethoxy)phenyl]-6-(5-prop-2-enoyl-6,7-dihydro-4H-pyrazolo[1,5-a]pyrazin-2-yl)thieno[3,2-c]pyridin-4-yl]-1-methyl-pyridin-2-one FC1=CC(=C(C=C1)C=1C2=C(C(=NC1C1=NN3C(CN(CC3)C(C=C)=O)=C1)C=1C=CC(N(C1)C)=O)C=CS2)OCCOC